5-[2,6-difluoro-4-(2-propylthio-3-pyridyl)phenyl]pentanoic acid FC1=C(C(=CC(=C1)C=1C(=NC=CC1)SCCC)F)CCCCC(=O)O